C(C)(C)(C)OC(=O)N1CCN(CC1)C1=NC=C(C=N1)C1=NOC(=C1)CC(=O)O 2-(3-(2-(4-(tert-Butoxycarbonyl)piperazin-1-yl)pyrimidin-5-yl)isoxazol-5-yl)acetic acid